5-ethyl-N-((2S,4R)-2-methylpiperidin-4-yl)-1,2-thiazole-3-carboxamide C(C)C1=CC(=NS1)C(=O)N[C@H]1C[C@@H](NCC1)C